(S)-2-amino-N-(5-chloro-2-(1H-tetrazol-1-yl)benzyl)propenamide trifluoroacetate salt FC(C(=O)O)(F)F.NC(C(=O)NCC1=C(C=CC(=C1)Cl)N1N=NN=C1)=C